3,6-bis(diethylamino)-9-[2-[[methyl[2-[(2-methyl-1-oxo-2-propen-1-yl)oxy]ethyl]amino]carbonyl]phenyl]xanthylium tetrafluoroborate F[B-](F)(F)F.C(C)N(C=1C=CC2=C(C3=CC=C(C=C3[O+]=C2C1)N(CC)CC)C1=C(C=CC=C1)C(=O)N(CCOC(C(=C)C)=O)C)CC